FC1=C(C=C(C(=C1)F)F)F 1,2,4,5-tetrafluorobenzene